indium-zinc-titanium oxide [O-2].[Ti+4].[Zn+2].[In+3]